cyclopropyl-(imino)methyl-λ^6-sulfanone C1(CC1)[SH2](=O)C=N